C(C)(C)OC(=O)C=1C(=C(N2C=C(C=C2C1)C1=CC=NN1)C(C)N1CCOCC1)C 6-methyl-5-(1-morpholinoethyl)-2-(1H-pyrazol-5-yl)indolizine-7-carboxylic acid isopropyl ester